(1R,3R)-3-(4-(5-(((cyclopentyl-(methyl)carbamoyl)oxy)methyl)-1-methyl-1H-pyrazol-4-yl)phenoxy)cyclohexane-1-carboxylic acid C1(CCCC1)N(C(=O)OCC1=C(C=NN1C)C1=CC=C(O[C@H]2C[C@@H](CCC2)C(=O)O)C=C1)C